2-(3-methyl-1H-indol-1-yl)aniline Isopropyl-2-(1-(hept-6-yn-1-yl)-1H-pyrazol-4-yl)acetate C(C)(C)OC(CC=1C=NN(C1)CCCCCC#C)=O.CC1=CN(C2=CC=CC=C12)C1=C(N)C=CC=C1